2-(1H-indole-2-carbonyl)-N-[(2S)-1-oxo-3-[(3S)-2-oxopiperidin-3-yl]propan-2-yl]-hexahydro-1H-cyclopenta[c]pyrrole-1-carboxamide N1C(=CC2=CC=CC=C12)C(=O)N1C(C2C(C1)CCC2)C(=O)N[C@H](C=O)C[C@H]2C(NCCC2)=O